2-[4-(2,6-dichlorobenzenesulfonyl)-1-piperazinyl]Thiazole-4-carboxylic acid ethyl ester C(C)OC(=O)C=1N=C(SC1)N1CCN(CC1)S(=O)(=O)C1=C(C=CC=C1Cl)Cl